[N+](=O)([O-])C1=C(C(=C(C=C1)O)C(C)CC)[N+](=O)[O-] di-nitro-sec-butyl-phenol